C(=C)(C)CC t-pentene